ethyl 4-(1-(6-(difluoromethyl) pyridin-3-yl)-1-hydroxyethyl)-3-methyl-1-(4-methylbenzene-1-sulfonyl)-1H-pyrrole-2-carboxylate FC(C1=CC=C(C=N1)C(C)(O)C=1C(=C(N(C1)S(=O)(=O)C1=CC=C(C=C1)C)C(=O)OCC)C)F